3-(oxan-4-yl)prop-2-ynoic acid O1CCC(CC1)C#CC(=O)O